(1S,3R)-N1-(6-chloro-2-(trifluoromethyl)quinolin-4-yl)-N3-(3-chloropyridin-2-yl)cyclohexane-1,3-diamine ClC=1C=C2C(=CC(=NC2=CC1)C(F)(F)F)N[C@@H]1C[C@@H](CCC1)NC1=NC=CC=C1Cl